NC1=NC2=CC=C(C=C2C=C1C)C(=O)N(CC1=NC=C(C=C1)C(F)(F)F)[C@H]1[C@@H](COCC1)F 2-amino-N-((3S,4R)-3-fluorotetrahydro-2H-pyran-4-yl)-3-methyl-N-((5-(trifluoromethyl)-2-pyridinyl)methyl)-6-quinolinecarboxamide